FC1=C(OC=2C=C(C=C3C=NN(C23)C)C(=O)N)C=CC(=C1)OCCC(=O)N1CCC(CC1)O 7-[2-fluoro-4-[3-(4-hydroxy-1-piperidyl)-3-oxo-propoxy]phenoxy]-1-methyl-indazole-5-carboxamide